(1S)-N-(7-chloro-6-(4-((3R,4R)-4-hydroxy-3-methyltetrahydrofuran-3-yl)piperazin-1-yl)isoquinolin-3-yl)spiro[2.3]hexane-1-carboxamide ClC1=C(C=C2C=C(N=CC2=C1)NC(=O)[C@H]1CC12CCC2)N2CCN(CC2)[C@@]2(COC[C@@H]2O)C